ClC1=C(C=C(C=C1)C=1SC=C2N=CN(C(C21)=O)CC(=O)N2CC(CC2)F)F 5-(4-chloro-3-fluorophenyl)-3-(2-(3-fluoropyrrolidin-1-yl)-2-oxoethyl)thieno[3,4-d]pyrimidin-4(3H)-one